ClC1=CC=C(CN2C(=C(C=3C2=NC=C(C3)OC)I)CC(C(=O)OCC)(C)C)C=C1 ethyl 3-(1-(4-chlorobenzyl)-3-iodo-5-methoxy-1H-pyrrolo[2,3-b]pyridin-2-yl)-2,2-dimethylpropionate